tert-butyl 3-[(2-ethoxycarbonyl-4-fluoro-2,3-dihydro-1H-inden-5-yl)oxy]azetidine-1-carboxylate C(C)OC(=O)C1CC2=CC=C(C(=C2C1)F)OC1CN(C1)C(=O)OC(C)(C)C